NC1=C(C=CC(=C1)Br)NC1CCN(CC1)C(C)=O 1-(4-((2-amino-4-bromophenyl)amino)piperidin-1-yl)ethanone